CC1COC2=C(O1)C(=CC=C2N2CCNCC2)C 2,8-Dimethyl-5-(piperazin-1-yl)-2,3-dihydro-1,4-benzodioxine